4-(3-((4-Chloro-2-fluorobenzyl)oxy)-4-fluorophenyl)piperidin ClC1=CC(=C(COC=2C=C(C=CC2F)C2CCNCC2)C=C1)F